[Br-].C(C)OC(CCC[Zn+])=O (4-ethoxy-4-oxobutyl)zinc (II) bromide